C(C)(C)(C)[Si](C)(C)OC1CN(CC1(F)F)C1=NNC2=CC=CC(=C12)Cl tert-butyl-[1-(4-chloro-1H-indazol-3-yl)-4,4-difluoro-pyrrolidin-3-yl]oxy-dimethyl-silane